(R)-3-(1-naphthyloxy)-1-phenyl-1-propanol C1(=CC=CC2=CC=CC=C12)OCC[C@@H](O)C1=CC=CC=C1